1-(4-methoxybenzyl)-3-(1-oxo-5-(((S)-2-oxo-1-((2-(tetrahydro-2H-pyran-4-yl)quinolin-6-yl)methyl)pyrrolidin-3-yl)oxy)isoindolin-2-yl)piperidine-2,6-dione COC1=CC=C(CN2C(C(CCC2=O)N2C(C3=CC=C(C=C3C2)O[C@@H]2C(N(CC2)CC=2C=C3C=CC(=NC3=CC2)C2CCOCC2)=O)=O)=O)C=C1